8-cyclopentyl-6-(difluoromethyl-d)-2-((1-((methyl-d3)sulfonyl)piperidin-4-yl-4-d)-amino)pyrido[2,3-d]pyrimidin-7(8H)-one C1(CCCC1)N1C(C(=CC2=C1N=C(N=C2)NC2(CCN(CC2)S(=O)(=O)C([2H])([2H])[2H])[2H])C([2H])(F)F)=O